ClC1=NC=CC=C1C(=O)N1CCOCC1 (2-chloro-3-pyridinyl)-morpholino-methanone